1-(3-((((2R,3S,4R,5R)-5-(6-((4-Aminobutyl)amino)-9H-purin-9-yl)-3,4-dihydroxytetrahydrofuran-2-yl)methyl)(isopropyl)amino)propyl)-3-(4-(tert-butyl)phenyl)urea NCCCCNC1=C2N=CN(C2=NC=N1)[C@H]1[C@@H]([C@@H]([C@H](O1)CN(CCCNC(=O)NC1=CC=C(C=C1)C(C)(C)C)C(C)C)O)O